PentamethylcyclopentadienylcarbonylCobalt (III) CC1=C(C(=C(C1(C(=O)[Co+3])C)C)C)C